6-((4-(4-isopropylpiperazin-1-yl)phenyl)amino)-1-methyl-3-(4-(methylsulfonyl)phenyl)quinolin-2(1H)-one C(C)(C)N1CCN(CC1)C1=CC=C(C=C1)NC=1C=C2C=C(C(N(C2=CC1)C)=O)C1=CC=C(C=C1)S(=O)(=O)C